2-[4-(5-Amino-4-cyano-1-isopropylpyrazol-3-yl)phenyl]-N-[5-(1,1,1-trifluoro-2-methylpropan-2-yl)-1,2-oxazol-3-yl]propanamide NC1=C(C(=NN1C(C)C)C1=CC=C(C=C1)C(C(=O)NC1=NOC(=C1)C(C(F)(F)F)(C)C)C)C#N